C(CCC(=O)O)(=O)O.OC1CC(N(C(C1)(C)C)O)(C)C (4-hydroxy-2,2,6,6-tetramethyl-1-piperidinol) succinate